C(C)(C)(C)OC(NC1=C(SC(=C1)Cl)Br)=O (2-bromo-5-chlorothiophene-3-yl)carbamic acid tert-butyl ester